8-(4-chlorophenyl)-2-((2,2,2-trifluoroethyl)amino)pyrido[4,3-d]pyrimidin-7(6H)-one ClC1=CC=C(C=C1)C=1C(NC=C2C1N=C(N=C2)NCC(F)(F)F)=O